(2S,5R,6R)-allyl-6-((R)-2-amino-2-phenylacetamido)-3,3-dimethyl-7-oxo-4-thia-1-azabicyclo[3.2.0]heptane-2-carboxylate C(C=C)OC(=O)[C@@H]1N2C([C@H]([C@H]2SC1(C)C)NC([C@@H](C1=CC=CC=C1)N)=O)=O